C(=O)O.C(=O)O.C1(=CC=CC=C1)O phenol formate formate